[Na].[Na].[Na].N1C(NC(NC1=S)=S)=S 1,3,5-triazine-2,4,6(1H,3H,5H)-trithione trisodium salt